C(C(C)C)(=O)OC1=C(C=C(C=C1O)Br)C=NC1=CC=C(C=C1)Cl 4-bromo-2-((4-chloro-phenylimino)methyl)-6-hydroxyphenyl isobutyrate